COC(=O)C=1N=C(SC1CC)N1CCOCC1 5-ethyl-2-morpholinothiazole-4-carboxylic acid methyl ester